(S)-(9H-fluoren-9-yl)methyl 4-((R)-3-cyclohexyl-2-(cyclohexylamino)propanoyl)-3-((thiophen-2-ylmethyl)carbamoyl)piperazine-1-carboxylate C1(CCCCC1)C[C@H](C(=O)N1[C@@H](CN(CC1)C(=O)OCC1C2=CC=CC=C2C=2C=CC=CC12)C(NCC=1SC=CC1)=O)NC1CCCCC1